6,7-Dioxomethylenecoumarin O=C=C1C=C2C=CC(OC2=CC1=C=O)=O